CC(CCC=CCC(=O)O)(C)C 7,7-dimethyl-3-octenoic acid